ClC=1C=C2CC(COC2=CC1)C(=O)C1=CN(C2=CC(=CC=C12)C=1C=NNC1OC)CCN(CC)CC (6-Chlorochroman-3-yl)-[1-[2-(diethylamino)ethyl]-6-(5-methoxy-1H-pyrazol-4-yl)indol-3-yl]methanone